N[C@H]1[C@@H]2N(C[C@H]1CC2)C(=O)C2=CC1=C(N(C(=N1)C=1N(C3=C(C=CC=C3C1)C=1C=C3C(=CC(NC3=CC1)=O)C)CC1CC1)C)C(=C2)OC 6-(2-{5-[(1R,4R,7R)-7-Amino-2-azabicyclo[2.2.1]heptan-2-carbonyl]-7-methoxy-1-methyl-1H-1,3-benzodiazol-2-yl}-1-(cyclopropylmethyl)-1H-indol-7-yl)-4-methyl-1,2-dihydrochinolin-2-on